1-(2-(5-(6-Methoxypyridin-3-yl)-1H-imidazol-2-yl)piperidin-1-yl)-2-(methylthio)propan-1-one COC1=CC=C(C=N1)C1=CN=C(N1)C1N(CCCC1)C(C(C)SC)=O